FC(CCCF)C1=C(C=CC=C1)S(=O)(=O)CC 1,4-difluorobutylethylsulfonylbenzene